COC1=CC=C2C=NN(C2=C1[N+](=O)[O-])C 6-METHOXY-1-METHYL-7-NITROINDAZOLE